bis(4-hexylphenyl)iodonium tetrafluoroborate F[B-](F)(F)F.C(CCCCC)C1=CC=C(C=C1)[I+]C1=CC=C(C=C1)CCCCCC